methyl 3-[[(1S)-1-tert-butoxycarbonyl-2-methyl-propyl]-methyl-carbamoyl]cyclobutanecarboxylate C(C)(C)(C)OC(=O)[C@H](C(C)C)N(C(=O)C1CC(C1)C(=O)OC)C